(S)-1-((S)-2-(methoxycarbonyl)aziridine-1-carbonyl)pyrrolidine-3-carboxylic acid COC(=O)C1[N@](C1)C(=O)N1C[C@H](CC1)C(=O)O